(S)-2-(3-fluorophenylsulfonamido)-3-(4-hydroxyphenyl)propanoic acid FC=1C=C(C=CC1)S(=O)(=O)N[C@H](C(=O)O)CC1=CC=C(C=C1)O